[NH+]=1NN=CC1.C1(C=CC2=CC=CC3=CC=CC1=C23)=O Phenalenone-Triazolium Salt